2-(4-(benzyloxy)-2,3,5,6-tetrafluorophenyl)propan-2-ol C(C1=CC=CC=C1)OC1=C(C(=C(C(=C1F)F)C(C)(C)O)F)F